BrC1=CC(=C(C=C1F)N=S1(CCC1)=O)F 1-((4-bromo-2,5-difluorophenyl)imino)-1λ6-thietane-1-oxide